lithium dioxaloborate C(=O)(C(=O)O)OB(OC(=O)C(=O)O)[O-].[Li+]